4-(2-methylpiperazin-1-yl)-2-oxo-1,2-dihydropyrido[2,3-d]pyrimidine-6-carbonitrile CC1N(CCNC1)C=1C2=C(NC(N1)=O)N=CC(=C2)C#N